triisopropyl-((8-(4,4,5,5-tetramethyl-1,3,2-Dioxaborolan-2-yl)naphthalen-1-yl)ethynyl)silane C(C)(C)[Si](C#CC1=CC=CC2=CC=CC(=C12)B1OC(C(O1)(C)C)(C)C)(C(C)C)C(C)C